(2R,4R)-4-hydroxy-N-[4-(3-pyridyl)phenyl]pyrrolidine-2-carboxamide dihydrochloride Cl.Cl.O[C@@H]1C[C@@H](NC1)C(=O)NC1=CC=C(C=C1)C=1C=NC=CC1